ClC1=CC=C(CNC(=O)C2=NN(C=3C(N(CCC32)CC3(CC3)S(NC3=NOC(=C3)C)(=O)=O)=O)C)C=C1 N-(4-Chlorobenzyl)-1-methyl-6-((1-(N-(5-methylisoxazol-3-yl)sulfamoyl)cyclopropyl)methyl)-7-oxo-4,5,6,7-tetrahydro-1H-pyrazolo[3,4-c]pyridine-3-carboxamide